[Li].C(C(=C)C)(=O)OC methyl methacrylate, lithium salt